BrC1N(C(C2=CC=CC=C12)=O)CC1=CC=C(C=C1)OC bromo-2-[(4-methoxyphenyl)methyl]-2,3-dihydro-1H-isoindol-1-one